4,5-dihydroxyimidazolin-2-one OC1NC(NC1O)=O